R-2-aminobutyramide hydrochloride Cl.N[C@@H](C(=O)N)CC